2-((4-(cyclohexyloxy)butyryl)glycyl)-5-methyl-2-azabicyclo[3.1.0]hexane-3-carboxamide C1(CCCCC1)OCCCC(=O)NCC(=O)N1C2CC2(CC1C(=O)N)C